C(C)C(COC(C1=CC=C(C(=O)OCC(CCCC)CC)C=C1)=O)CCCC.BrC1=C(C=C(C=C1)OC(F)(F)F)C 1-bromo-2-methyl-4-(trifluoromethoxy)benzene di(2-ethylhexyl)terephthalate